2-[3-(1,3-benzodioxol-5-yl)-1H-pyrazol-5-yl]-4-fluoropyridine O1COC2=C1C=CC(=C2)C2=NNC(=C2)C2=NC=CC(=C2)F